5-Methyl-4-propan-2-ylbenzene-1,3-diol CC=1C(=C(C=C(C1)O)O)C(C)C